C(=O)C1=C(OCC2=C(C#N)C=CC=C2)C=C(C(=C1)[N+](=O)[O-])OCC=1C(=C(C=CC1)C1=C(C(=CC=C1)C=1OC(=NN1)CN1CCC(CC1)O)C)C (2-formyl-5-((3'-(5-((4-hydroxypiperidin-1-yl)methyl)-1,3,4-oxadiazol-2-yl)-2,2'-dimethyl-[1,1'-biphenyl]-3-yl)methoxy)-4-nitrophenoxymethyl)benzonitrile